NC1=NC=CC(=C1Cl)SC1=C(N=C(C(=N1)CO)N1CCC2([C@@H]([C@@H](OC2)C)N)CC1)C 6-[(2-amino-3-chloro-4-pyridinyl)thio]-3-[(3S,4S)-4-amino-3-methyl-2-oxa-8-azaspiro[4.5]dec-8-yl]-5-methyl-2-pyrazinemethanol